N,N-bis(2-methoxyethyl)aniline COCCN(C1=CC=CC=C1)CCOC